5-(hydroxymethyl)tetrahydropyrrole-2-carboxylic acid methyl ester COC(=O)C1NC(CC1)CO